[Cu].[Ce].[Fe].[Mn] manganese-iron-cerium-copper